4-[[3-[4-[2-[4-[[1-[(2R)-2-amino-2-cyclohexyl-acetyl]-4-piperidyl]oxy]-1-piperidyl]acetyl]piperazine-1-carbonyl]-4-fluoro-phenyl]methyl]-2H-phthalazin-1-one N[C@@H](C(=O)N1CCC(CC1)OC1CCN(CC1)CC(=O)N1CCN(CC1)C(=O)C=1C=C(C=CC1F)CC1=NNC(C2=CC=CC=C12)=O)C1CCCCC1